ClC1=NNC2=NC(=NC(=C21)N([C@@H]2CC[C@@H](N(C2)C(=O)OCC2=CC=CC=C2)C)C)NC=2C=NN(C2)CC Benzyl (2S,5R)-5-((3-chloro-6-((1-ethyl-1H-pyrazol-4-yl) amino)-1H-pyrazolo[3,4-d]pyrimidin-4-yl) (methyl) amino)-2-methylpiperidine-1-carboxylate